ClC=1C(=NC(=NC1)N1CCNCCC1)N1CC(C1)C(=O)NCC1=CN=C2N1C=C(C=C2)F 1-[5-chloro-2-(1,4-diazepan-1-yl)pyrimidin-4-yl]-N-({6-fluoroimidazo[1,2-a]pyridin-3-yl}methyl)azetidine-3-carboxamide